1-(2-(5-((2-(2,6-dioxopiperidin-3-yl)-1,3-dioxoisoindolin-4-yl)amino)pentanamido)ethyl)-N-(2-(((S)-2-methylpyrrolidin-1-yl)methyl)-1H-benzo[d]imidazol-5-yl)-1H-indazole-5-carboxamide O=C1NC(CCC1N1C(C2=CC=CC(=C2C1=O)NCCCCC(=O)NCCN1N=CC2=CC(=CC=C12)C(=O)NC1=CC2=C(NC(=N2)CN2[C@H](CCC2)C)C=C1)=O)=O